4-(5,7-difluoro-3-{5-[(2-oxopyrrolidin-3-yl)amino]-1,3,4-oxadiazol-2-yl}-1H-indol-2-yl)benzonitrile FC=1C=C2C(=C(NC2=C(C1)F)C1=CC=C(C#N)C=C1)C=1OC(=NN1)NC1C(NCC1)=O